ClC1=C(C(=CC=C1Cl)O)C1C[C@](CN1)(C)CC(=O)N 2-[5R-(2,3-dichloro-6-hydroxyphenyl)-3-methylpyrrolidin-3-yl]acetamide